7-chloro-8-iodo-[1,2,4]triazolo[1,5-a]pyridine ClC1=C(C=2N(C=C1)N=CN2)I